C1(CC1)C(=O)NC=1N=C2N(N=C(C=C2)C=2C=C(C(=NC2)OC)NC(=O)N2OCC[C@H]2C2=CC=CC=C2)C1 (S)-N-(5-(2-(cyclopropanecarboxamido)imidazo[1,2-b]pyridazin-6-yl)-2-methoxypyridin-3-yl)-3-phenylisooxazolidine-2-carboxamide